1-amino-3-(dimethylamino)propan-2-ol TFA salt OC(=O)C(F)(F)F.NCC(CN(C)C)O